2,3,4,6,6-pentamethyl-1,3-cyclohexadiene CC1=CC(CC(=C1C)C)(C)C